C(C1=CC=CC=C1)OC=1C=C(C=CC1C=O)N(CCCCCC(=O)[O-])CCCCCC(=O)[O-] [[3-(benzyloxy)-4-formylphenyl]azanediyl]bis(butane-4,1-diyl)diacetate